NC1=C(C=C(C=C1F)F)C1(CC1)CCC(=O)O 3-(1-(2-amino-3,5-difluorophenyl)cyclopropyl)propionic acid